((3R,4S)-4-(benzoyloxy)-1-(benzylsulfonyl)-3-((dimethylamino) methyl) piperidin-4-yl) benzoate C(C1=CC=CC=C1)(=O)OC1([C@@H](CN(CC1)S(=O)(=O)CC1=CC=CC=C1)CN(C)C)OC(C1=CC=CC=C1)=O